C12(CC1)OC1=C(N(C2)C(=O)C2=CC(=CC=C2)N2C=CC=C2)C=CC=C1 (3,4-dihydrospiro[2H-1,4-benzoxazin-2,1'-cyclopropan]-4-yl)[3-(1H-pyrrol-1-yl)phenyl]methanone